ClC=1C=CC2=C(C(=C(O2)CC)C(=O)C2=CC(=C(C(=C2)I)O)I)C1 (5-chloro-2-ethylbenzofuran-3-yl)(4-hydroxy-3,5-diiodophenyl)methanone